C(C1=CC=CC=C1)N(C1CCC(CC1)(C(F)(F)F)OC[C@H](C)O)CC1=CC=CC=C1 (2S)-1-[[(1r,4r)-4-(dibenzylamino)-1-(trifluoromethyl)cyclohexyl]oxy]propan-2-ol